CC1=C(C(=NC=C1)C2=CC=CC=N2)C dimethyl-2,2'-bipyridine